C12(CC(C1)C2)NC(=O)C2=CC=C(C(=N2)C(=O)OC)C=2C(=CC1=C(OCCC3=C1SC=C3)C2)C(NC2=CC=C(C=C2)CNC(=O)OC(C)(C)C)=O methyl 6-(bicyclo[1.1.1]pentan-1-ylcarbamoyl)-3-(9-((4-(((tert-butoxycarbonyl)amino)methyl)phenyl)carbamoyl)-4,5-dihydrobenzo[b]thieno[2,3-d]oxepin-8-yl)picolinate